3-[4-(trifluoromethyl)thiazol-2-yl]Bicyclo[1.1.1]Pentane-1-amine FC(C=1N=C(SC1)C12CC(C1)(C2)N)(F)F